(1S,3R,4S)-2-(3-chloro-4H-thieno[3,2-b]pyrrole-5-carbonyl)-N-((S)-1-cyano-2-((R)-2-oxopyrrolidin-3-yl)ethyl)-5,5-difluoro-2-azabicyclo[2.2.2]octane-3-carboxamide ClC1=CSC2=C1NC(=C2)C(=O)N2[C@@H]1CC([C@H]([C@@H]2C(=O)N[C@@H](C[C@@H]2C(NCC2)=O)C#N)CC1)(F)F